6H-9-oxa-1,2,3a,4,6-pentaaza-cyclopenta[a]naphthalene N=1N=CN2C1C=1OC=CNC1C=N2